OC1=C(C=C(C=C1)C(C)(C)CC(C)(C)C)N1N=C2C(=N1)C=CC=C2 2-(2'-hydroxy-5'-t-octylphenyl)-2H-benzotriazole